C1(CC1)[C@H](C1=CC=2N(N=C1)C=C(N2)[C@@H](NC(=O)C2=NN(N=C2)CCC(F)(F)F)C2CCC(CC2)(F)F)NC(CCC(F)(F)F)=O |o1:3| N-((S)-(7-((R*)-Cyclopropyl(4,4,4-trifluorobutanamido)methyl)imidazo[1,2-b]pyridazin-2-yl)(4,4-difluorocyclohexyl)methyl)-2-(3,3,3-trifluoropropyl)-2H-1,2,3-triazole-4-carboxamide